4-amino-N-(5-methylisothiazole-3-yl)benzenesulfonamide furantetraarsonate O1C(=C(C(=C1[As](O)(=O)O)[As](O)(=O)O)[As](O)(=O)O)[As](O)(=O)O.NC1=CC=C(C=C1)S(=O)(=O)NC1=NSC(=C1)C